NC1=C(C=2C(=NC=C(C2S1)F)C=1C2=C(C=3C=NC(=NC3C1F)N1C[C@](CC1)(C)N(C)C)COC2)C#N 2-Amino-4-(3-((R)-3-(dimethylamino)-3-methylpyrrolidin-1-yl)-5-fluoro-7,9-dihydrofuro[3,4-f]quinazolin-6-yl)-7-fluorothieno[3,2-c]pyridine-3-carbonitrile